CC1=CC(=NC=2N=CNC(C21)=O)C#N 5-methyl-4-oxo-3H,4H-pyrido[2,3-d]Pyrimidine-7-carbonitrile